1-(3-chloro-5-fluorophenyl)ethan-1-one ClC=1C=C(C=C(C1)F)C(C)=O